N-butyl-3-aminopropyl-trithiosilane C(CCC)NCCCSSS[SiH3]